tert-butyl (R,Z)-3-(4-(3H-[1,2,3]triazolo[4,5-b]pyridin-3-yl)-2-fluoro-N-(7-(3-hydroxyprop-1-en-1-yl)isoquinolin-1-yl)benzamido)piperidine-1-carboxylate formate salt C(=O)O.N1=NN(C2=NC=CC=C21)C2=CC(=C(C(=O)N(C1=NC=CC3=CC=C(C=C13)\C=C/CO)[C@H]1CN(CCC1)C(=O)OC(C)(C)C)C=C2)F